The molecule is a sesquiterpene lactone obtained by formal dehydrogenation of the 4-methyl position of pentalenolactone D. It has a role as a bacterial metabolite. It is a sesquiterpene lactone, an organic heterotricyclic compound and an alpha,beta-unsaturated monocarboxylic acid. It is a conjugate acid of a pentalenolactone E(1-). CC1(C[C@H]2C=C([C@H]3[C@]2(C1)C(=C)C(=O)OC3)C(=O)O)C